3,3-dimethoxy-1,5-pentanediol COC(CCO)(CCO)OC